C(C)(=O)N1CCC(CC1)NC1=NC=C(C(=N1)C1=CC=C2CN(C(C2=C1)=O)CC(=O)N[C@H](CO)C1=CC(=CC=C1)OC)Cl 2-(6-{2-[(1-acetylpiperidin-4-yl)amino]-5-chloropyrimidin-4-yl}-1-oxo-2,3-dihydro-1H-isoindol-2-yl)-N-[(1S)-2-hydroxy-1-(3-methoxyphenyl)ethyl]acetamide